C(C)N1[C@H](CC1)COC1=C(N(N=C1)C)C1=CC=2N(C=C1)N=C(C2)NC2=NC=C(C=C2)OC 5-[4-[[(2R)-1-ethylazetidin-2-yl]methoxy]-2-methyl-pyrazol-3-yl]-N-(5-methoxy-2-pyridyl)pyrazolo[1,5-a]pyridin-2-amine